C(=C)C1=C(C=CC=C1)C=C.[K] potassium divinyl-benzene